tert-butyl (R)-4-(6-((6-(4-(1-(3-(tert-butyl)-1,2,4-oxadiazole-5-carboxamido)ethyl)-2-fluoro-3-methylphenyl)pyrimidin-4-yl)amino)pyridin-3-yl)piperazine-1-carboxylate C(C)(C)(C)C1=NOC(=N1)C(=O)N[C@H](C)C1=C(C(=C(C=C1)C1=CC(=NC=N1)NC1=CC=C(C=N1)N1CCN(CC1)C(=O)OC(C)(C)C)F)C